C(CCC\C=C/CC)OC(CCC(=O)OCCCCCCN(CCCCCCCC(=O)OCCC#CCCC)CCO)OCCCC\C=C/CC hept-3-yn-1-yl 8-((6-((4,4-bis(((Z)-oct-5-en-1-yl)oxy)butanoyl)oxy)hexyl)(2-hydroxyethyl)amino)octanoate